CN1N=C(C2=CC=C(C=C12)C(=O)NC=1N=CC=2N(C1)C=C(N2)[C@@H]2N(CCC2)C)C 1,3-dimethyl-N-{2-[(2R)-1-methylpyrrolidin-2-yl]imidazo[1,2-a]pyrazin-6-yl}-1H-indazole-6-carboxamide